FC1=C(C=C(C=C1)F)[C@@H]1N(CCC1)C1=NC=2N(C=C1)N=CC2C2=CC=CC(=N2)N2CCN(CC2)CC2=C(C=CC=C2)N2C(NC(CC2)=O)=O (R)-1-(2-((4-(6-(5-(2-(2,5-difluorophenyl)pyrrolidin-1-yl)pyrazolo[1,5-a]pyrimidin-3-yl)pyridin-2-yl)piperazin-1-yl)methyl)phenyl)dihydropyrimidine-2,4(1H,3H)-dione